N(=[N+]=[N-])C1=CC(=NC2=CC=C(C=C12)C(=O)OCC)C ethyl 4-azido-2-methylquinoline-6-carboxylate